3-Tert-butyl-1,2-oxazol-5-amine C(C)(C)(C)C1=NOC(=C1)N